C(C)(C)NC(O[C@H]1C[C@H](CC1)C=1NN=C(C1)NC(=O)C1=CN=C(O1)C1=C(C(=CC=C1)O)C=O)=O (1R,3S)-3-{5-[2-(2-formyl-3-hydroxyphenyl)-1,3-oxazole-5-amido]-2H-pyrazol-3-yl}cyclopentyl N-isopropylcarbamate